cyclopentenetrione C1(C(C(C=C1)=O)=O)=O